dimethyl-piperidine-3-carboxamide 2,2,2-trifluoroacetate FC(C(=O)O)(F)F.CC1N(CCCC1C(=O)N)C